N-(2-Bromophenyl)-2,2-dimethylthiopropionamide BrC1=C(C=CC=C1)NC(C(C)(C)C)=S